2-(5-(thiophen-2-yl)isoxazole-3-carboxamido)ethyl 5-((3aS,4S,6aR)-2-oxohexahydro-1H-thieno[3,4-d]imidazol-4-yl)pentanoate O=C1N[C@H]2[C@@H](N1)CS[C@H]2CCCCC(=O)OCCNC(=O)C2=NOC(=C2)C=2SC=CC2